NC(=O)C=1C(=NC(=NC1)NC1=CC=C(C=C1)CC(=O)O)NC1=CC(=CC=C1)C [4-({5-(aminocarbonyl)-4-[(3-methylphenyl)amino]pyrimidin-2-yl}amino)phenyl]acetic acid